4,4-didodecyl-phenyl-iodonium hexafluoroantimonate F[Sb-](F)(F)(F)(F)F.C(CCCCCCCCCCC)C1(CC=C(C=C1)[IH+])CCCCCCCCCCCC